ethyl 2-[(2,6-difluoro-4-pyridyl)-[4-[(2,2-dimethylcyclobutyl) carbamoyl]-5-methyl-thiazol-2-yl]amino]-2-oxo-acetate FC1=NC(=CC(=C1)N(C(C(=O)OCC)=O)C=1SC(=C(N1)C(NC1C(CC1)(C)C)=O)C)F